C(C)OC(C=C(C1=CC=CC=C1)C)=O.BrC1=C(COC2OCCCC2)C=C(C(=C1)F)F 2-((2-bromo-4,5-difluorobenzyl)oxy)tetrahydro-2H-pyran ethyl-trans-β-methylcinnamate